(4-Chloro-3-(5-(2-methyl-[1,1'-biphenyl]-3-yl)-1,3,4-oxadiazol-2-yl)benzyl)glycine hydrochloride Cl.ClC1=C(C=C(CNCC(=O)O)C=C1)C=1OC(=NN1)C=1C(=C(C=CC1)C1=CC=CC=C1)C